5-fluoro-3-methyl-2-(triisopropylsilyl)furo[3,2-b]pyridine FC1=CC=C2C(=N1)C(=C(O2)[Si](C(C)C)(C(C)C)C(C)C)C